C(C)N1N=C2N=C(C=NC2=C1)N[C@@H](C)C=1C=C(C=CC1)NC(=O)C1=CN=C(S1)C(C)C (S)-N-(3-(1-((2-ethyl-2H-pyrazolo[3,4-b]pyrazin-6-yl)amino)ethyl)phenyl)-2-isopropylthiazole-5-carboxamide